Bis-(1-octyloxy-2,2,6,6-tetramethylpiperidin-4-yl) sebacat C(CCCCCCCCC(=O)OC1CC(N(C(C1)(C)C)OCCCCCCCC)(C)C)(=O)OC1CC(N(C(C1)(C)C)OCCCCCCCC)(C)C